FC1=C(C=CC=C1F)[C@@H]1CC[C@H](C(NC1)=O)NC(OC(C)(C)C)=O tert-butyl (3R,6S)-6-(2,3-difluorophenyl)-2-oxoazepan-3-ylcarbamate